1-Cyclopropyl-6-fluoro-N-(5-methoxybenzo[d]thiazol-2-yl)-4-oxo-7-(piperazin-1-yl)-1,4-dihydroquinoline-3-carboxamide C1(CC1)N1C=C(C(C2=CC(=C(C=C12)N1CCNCC1)F)=O)C(=O)NC=1SC2=C(N1)C=C(C=C2)OC